C(C)OC(C(Br)(F)F)=O alpha-bromodifluoroacetic acid ethyl ester